ClC=1C=C(C=CC1Cl)N1C2CCC1CC1=C2C=CC(=C1)OC N-(3,4-dichlorophenyl)-2-methoxy-6,7,8,9-tetrahydro-5H-5,8-epiminobenzo[7]annulene